4,2-dioxazepin N=1OCOC=CC1